C(=O)(O)C1=CC=C(C=C1)C1=CC(=C(C=C1)N1C(N(C2=NC=CC=C21)[C@@H]2CN(CC2)CC=2N(C(=CN2)C(=O)O)C)=O)O (S)-2-((3-(1-(4'-carboxy-3-hydroxy-[1,1'-biphenyl]-4-yl)-2-oxo-1,2-dihydro-3H-imidazo[4,5-b]pyridin-3-yl)pyrrolidin-1-yl)methyl)-1-methyl-1H-imidazole-5-carboxylic acid